3-(3-bromopropoxy)-4-chloro-5-nitrobenzamide BrCCCOC=1C=C(C(=O)N)C=C(C1Cl)[N+](=O)[O-]